C(C)C(C(C(=O)O)(C)C)(CCCC(CCCCC(C(=O)O)(C)C)OC)CC diethyl-7-methoxy-2,2,12,12-tetramethyltridecanedioic acid